5-(6-benzyloxy-3-but-1-ynyl-2-fluoro-phenyl)-1,1-dioxo-1,2,5-thiadiazolidin-3-one C(C1=CC=CC=C1)OC1=CC=C(C(=C1N1CC(NS1(=O)=O)=O)F)C#CCC